O1COC2=C1C=CC=C2C2=CC(=NC=C2C(=O)O)C 4-(benzo[d][1,3]dioxol-4-yl)-6-methylnicotinic acid